4-[(E)-2-ethoxyvinyl]-2-methoxy-pyridine C(C)O/C=C/C1=CC(=NC=C1)OC